CC1=C(C(=CC(=C1)C)C)N=CC=NC1=C(C=C(C=C1C)C)C N,N'-bis(2,4,6-trimethylphenyl)-1,2-ethanediimine